OC1=C(C=CC(=C1)C(F)(F)F)C1=CC(=C(N=N1)N[C@H]1CN(CCC1)CC(=O)N1C[C@H](CC1)O)C 2-((R)-3-((6-(2-hydroxy-4-(trifluoromethyl)phenyl)-4-methylpyridazin-3-yl)amino)piperidin-1-yl)-1-((S)-3-hydroxypyrrolidin-1-yl)ethan-1-one